C(CC)C1=CC=C(C=C1)C#CC1=CC=C(C=C1)OC 1-(4-propylphenylethynyl)-4-methoxybenzene